ClC=1C(N(C=C(C1)C1=CC2=C(N=C(N2CCOC(F)(F)F)C2CCOCC2)C=C1)C)=O 3-chloro-1-methyl-5-[2-tetrahydropyran-4-yl-3-[2-(trifluoromethoxy)ethyl]benzimidazol-5-yl]pyridin-2-one